ClC=1C=C(C=CC1C=1N=C(SC1)NC=1C(=NN(C1)CCCOC)C)N1C(NCC1)=O 1-(3-Chloro-4-{2-[1-(3-methoxy-propyl)-3-methyl-1H-pyrazol-4-ylamino]-thiazol-4-yl}-phenyl)-imidazolidin-2-one